NC1=C(C=NN1)C(=O)NC1=C(C=C(C=C1)[N+](=O)[O-])C 5-amino-N-(2-methyl-4-nitrophenyl)-1H-pyrazole-4-carboxamide